ClC=1C=CC(=C(C1)O)C1=C(C2=C(N=N1)N(C=N2)[C@H]2CNCCC2)C (R)-5-chloro-2-(4-methyl-7-(piperidin-3-yl)-7H-imidazo[4,5-c]pyridazin-3-yl)phenol